(2S)-5-tert-butoxy-2-(5,7-dioxo-2,2-diphenyl-5,7-dihydro-2H,6H-[1,3]dioxolo[4,5-f]isoindol-6-yl)-4,5-dioxopentanoic acid C(C)(C)(C)OC(C(C[C@@H](C(=O)O)N1C(C=2C=C3C(=CC2C1=O)OC(O3)(C3=CC=CC=C3)C3=CC=CC=C3)=O)=O)=O